C(C)(C)(C)C=1NC=2N(C(C1)=O)N=CC2C2=CC=C(C=C2)Cl 5-(tert-butyl)-3-(4-chlorophenyl)pyrazolo[1,5-a]pyrimidin-7(4H)-one